COC(=O)[C@H]1OC2(O[C@@H]1C1=CC=CC=C1)CCCCC2 (2S,3R)-methyl-3-phenyl-1,4-dioxaspiro[4.5]decane-2-carboxylate